N1N=CC2=CC(=CC=C12)NC1=NC(=NC=C1)C1=CC=C2C=C(NC2=C1)C(=O)NC1=NC=NC=C1 6-(4-((1H-indazol-5-yl)amino)-pyrimidin-2-yl)-N-(pyrimidin-4-yl)-1H-indole-2-carboxamide